(±)-rel-(3S,4S)-4-hydroxy-3-(4-(methoxycarbonyl)phenyl)piperidine-1-carboxylic acid tert-butyl ester C(C)(C)(C)OC(=O)N1C[C@@H]([C@H](CC1)O)C1=CC=C(C=C1)C(=O)OC |r|